ClC1=C(C=C(N=N1)N[C@H]1CN(CCC1)CC)CC 6-chloro-5-ethyl-N-[(3R)-1-ethyl-3-piperidinyl]pyridazin-3-amine